Cl.FC1=CC=C(C=C1)C=1C=C2C(=NC=NC2=C(C1)OC)N 6-(4-fluorophenyl)-8-methoxyquinazolin-4-amine hydrochloride